anti-8-hydroxyl-deoxyguanosine OC=1N([C@H]2C[C@H](O)[C@@H](CO)O2)C=2N=C(NC(C2N1)=O)N